tetraethylacetylene-1,2-diylbis(phosphonate) C(C)OP(OCC)(=O)C#CP(OCC)(OCC)=O